(Z)-3-(diethylamino)-3-oxo-1-phenylprop-1-en-1-ylbenzoate C(C)N(C(\C=C(\C1=CC=CC=C1)/OC(C1=CC=CC=C1)=O)=O)CC